C(C)(C)(C)OC(=O)N1C(CCCC1=O)=O 2,6-dioxopiperidine-1-carboxylic acid tert-butyl ester